C(C)N1C(NC2=CC(=CC=C2C1=O)CN1CCN(CC1)C=1C=CC(=NC1C)C(=O)NC)=O 5-(4-((3-ethyl-2,4-dioxo-1,2,3,4-tetrahydroquinazolin-7-yl)methyl)piperazin-1-yl)-N,6-dimethylpyridineamide